FC1=C(C(=CC=C1)I)F 1,2-difluoro-3-iodobenzene